FC(C1=CC=C(CC=2C3=C(N=CN2)N(C(=C3)C3=CC=C(C=C3)CO)COCC[Si](C)(C)C)C=C1)(F)F (4-(4-(4-(Trifluoromethyl)benzyl)-7-((2-(trimethylsilyl)ethoxy)methyl)-7H-pyrrolo[2,3-d]pyrimidin-6-yl)phenyl)methanol